9,9-dimethyl-7-nitro-3,9-dihydro-cyclopenta[b]fluorene-1(2H)-one CC1(C2=CC(=CC=C2C=2C=C3C(=CC12)C(CC3)=O)[N+](=O)[O-])C